ClC=1C=C2C(OCC=3C=C(N=CC3C=3C=C(C(=C(NS(C(C1O)=C2)(=O)=O)C3)OC)C)F)=O 13-chloro-5-fluoro-14-hydroxy-19-methoxy-20-methyl-16,16-dioxo-9-oxa-16λ6-thia-4,17-diazatetracyclo[16.3.1.111,15.02,7]tricosa-1(22),2(7),3,5,11,13,15(23),18,20-nonaen-10-one